C(=O)C1=CC=C(S1)C=1SC(=CC1)B(O)O 5'-formyl-2,2'-bithiophene-5-boronic acid